C(#C)C1=CC=C(C=C1)C1=CC=C(C=C1)N 4'-ethynyl-[1,1'-biphenyl]-4-amine